BrC1=CC=C(C=C1)/C=C/C(=O)C=1N(C=CC1)CC (E)-3-(4-bromophenyl)-1-(N-ethyl-pyrrol-2-yl)prop-2-en-1-one